The molecule is a peptide cation obtained from the protonation of the N-terminus amino group and L-arginyl side chains, and deprotonation of the C-terminus carboxy group of apelin-12. It is the major species at pH 7.3. It is a conjugate acid of an apelin-12. CC(C)C[C@@H](C(=O)N[C@@H](CO)C(=O)N[C@@H](CC1=CN=CN1)C(=O)N[C@@H](CCCC[NH3+])C(=O)NCC(=O)N2CCC[C@H]2C(=O)N[C@@H](CCSC)C(=O)N3CCC[C@H]3C(=O)[O-])NC(=O)[C@H](CCC[NH+]=C(N)N)NC(=O)[C@@H]4CCCN4C(=O)[C@H](CCC[NH+]=C(N)N)NC(=O)[C@H](CCC(=O)N)[NH3+]